C(C)(C)(C)OC(=O)[C@H]1CCCC=2N1C(N(N2)CC2=CC(=C(C=C2)OC)Cl)=O |r| tert-Butyl-(5RS)-2-(3-chloro-4-methoxybenzyl)-3-oxo-2,3,5,6,7,8-hexahydro[1,2,4]triazolo[4,3-a]pyridine-5-carboxylate